4-(prop-1-en-2-yl)-2,3-dihydro-1H-inden-1-one C=C(C)C1=C2CCC(C2=CC=C1)=O